5-(2-Isopropyl-4-methoxy-5-oxazol-4-yl-phenoxy)-pyrimidine-2,4-diamine C(C)(C)C1=C(OC=2C(=NC(=NC2)N)N)C=C(C(=C1)OC)C=1N=COC1